Methyl 4-bromo-2-(cyanomethyl)benzoate BrC1=CC(=C(C(=O)OC)C=C1)CC#N